BrC1=C(C=C(C=C1)CC=C(C)C)Cl 1-bromo-2-chloro-4-(3-methylbut-2-enyl)benzene